7-((5-chloro-6-(piperazin-1-yl)pyridin-3-yl)methyl)-2-(2-methoxyethoxy)imidazo[2,1-f][1,2,4]triazin-4-amine ClC=1C=C(C=NC1N1CCNCC1)CC1=CN=C2C(=NC(=NN21)OCCOC)N